CNC(C)C1=C(C=C(C=C1)C(F)(F)F)C N-methyl-1-[2-methyl-4-(trifluoromethyl)phenyl]ethanamine